tri-hydrochloride, TRIHYDRATE O.O.O.Cl.Cl.Cl